CC(C)C1=CC=C(C=C1)C#N cuminonitrile